platinum(II) bipyridine N1=C(C=CC=C1)C1=NC=CC=C1.[Pt+2]